N-((4S,5S)-3-((R)-1-aminoethyl)-7-ethyl-4-(4-fluorophenyl)-6-oxo-1-phenyl-4,5,6,7-tetrahydro-1H-pyrazolo[3,4-b]pyridine-5-yl)-3-(trifluoromethyl)benzamide N[C@H](C)C1=NN(C=2N(C([C@H]([C@H](C21)C2=CC=C(C=C2)F)NC(C2=CC(=CC=C2)C(F)(F)F)=O)=O)CC)C2=CC=CC=C2